diamino-4-methylnonane NC(CCC(CCCCC)C)N